C(C)OC(C[C@@H](C)OC(=O)C1=C(NC=2C(=CNC(C2C1C1=C(C=C(C=C1)C#N)OC)=O)C)C)=O (R)-4-ethoxy-4-oxobutan-2-yl-4-(4-cyano-2-methoxyphenyl)-2,8-dimethyl-5-oxo-1,4,5,6-tetrahydro-1,6-naphthyridine-3-carboxylate